bromo-N'-(cyclopropanecarbonyl)-1-(4-methoxybenzyl)-2-oxo-2,3-dihydro-1H-benzo[b]azepine-4-carbohydrazide BrC1C(=CC2=C(N(C1=O)CC1=CC=C(C=C1)OC)C=CC=C2)C(=O)NNC(=O)C2CC2